FC=1C=C(OC=2C=CC(=NC2)NS(=O)(=O)N2C(OCC2)=O)C=CC1F N-[5-(3,4-difluorophenoxy)-2-pyridinyl]-2-oxo-oxazolidine-3-sulfonamide